(4E)-4-[(2-bromophenyl)methylidene]-2-[3-(trifluoromethyl)phenyl]-1,3-oxazol-5-one BrC1=C(C=CC=C1)\C=C/1\N=C(OC1=O)C1=CC(=CC=C1)C(F)(F)F